N1(CCCC2=CC=CC=C12)CCCN1C2CC(CC1CC2)CCCOC2=NOCC2 3-[3-[8-[3-(3,4-dihydro-2H-quinolin-1-yl)propyl]-8-azabicyclo[3.2.1]octan-3-yl]propoxy]-4,5-dihydroisoxazole